1-(2-chloropropane-2-yl)-4-ethylbenzene ClC(C)(C)C1=CC=C(C=C1)CC